(9H-fluoren-9-yl)methyl (S)-(1-(((4-nitrophenoxy)carbonyl)oxy)-4-phenylbutan-2-yl)carbamate [N+](=O)([O-])C1=CC=C(OC(=O)OC[C@H](CCC2=CC=CC=C2)NC(OCC2C3=CC=CC=C3C=3C=CC=CC23)=O)C=C1